Tripropyl-(amino)germanium Tert-butyl-(1,1-dimethyl-7-(4-(trifluoromethyl)-1H-pyrazol-1-yl)isochroman-4-yl)(methyl)carbamate C(C)(C)(C)OC(N(C)C1COC(C2=CC(=CC=C12)N1N=CC(=C1)C(F)(F)F)(C)C)=O.C(CC)[Ge](N)(CCC)CCC